CN(C(C(F)(F)F)=O)C Dimethyl-Trifluoroacetamide